FC(CC1=NC=2N(C(=N1)N)N=CC2)(F)F (2,2,2-trifluoroethyl)pyrazolo[1,5-a][1,3,5]triazin-4-amine